(6-(4-Cyclopropyl-5-(2-(trifluoromethyl)phenyl)-1H-pyrazol-1-yl)-2-azaspiro[3.3]heptan-2-yl)(2-fluoro-5-hydroxyphenyl)methanone C1(CC1)C=1C=NN(C1C1=C(C=CC=C1)C(F)(F)F)C1CC2(CN(C2)C(=O)C2=C(C=CC(=C2)O)F)C1